4-oxocyclopentane-1,2-dicarboxylic acid O=C1CC(C(C1)C(=O)O)C(=O)O